2,4-dichloropyrimidine-5-carboxylic acid cyclopropylester C1(CC1)OC(=O)C=1C(=NC(=NC1)Cl)Cl